2-(tert-Butyl)-6-iodo-2'-methyl-1'H-spiro[benzo[d][1,3]oxazine-4,4'-isoquinoline]-1',3'(2'H)-dione C(C)(C)(C)C=1OC2(C(N(C(C3=CC=CC=C23)=O)C)=O)C2=C(N1)C=CC(=C2)I